ClC1=C(C=CC(=C1)CNCCC=1N=NN(C1)CCNC1=NC2=C(C3=CN=CC=C13)C=CC(=C2)C(=O)N)C2=CC=CC=C2 5-((2-(4-(2-(((2-Chloro-[1,1'-biphenyl]-4-yl)methyl)amino)ethyl)-1H-1,2,3-triazol-1-yl)ethyl)amino)benzo[c][2,6]naphthyridine-8-carboxamide